CC(C(=O)O)CCC α-Methylpentanoic Acid